1-[6-[5-[(1R)-1-(3,5-dichloro-4-pyridinyl)ethoxy]-1-tetrahydropyran-2-yl-indazol-3-yl]pyridazin-3-yl]-3-[(2-methylpyrazol-3-yl)methyl]azetidin-3-amine ClC=1C=NC=C(C1[C@@H](C)OC=1C=C2C(=NN(C2=CC1)C1OCCCC1)C1=CC=C(N=N1)N1CC(C1)(N)CC=1N(N=CC1)C)Cl